2'-methoxyacetophenone COC1=C(C=CC=C1)C(C)=O